4,4-difluoro-3-oxo-2-piperidin-1-ylmethylenebutanoic acid ethyl ester C(C)OC(C(C(C(F)F)=O)=CN1CCCCC1)=O